2-[4-(3-nitropyrazol-1-yl)phenyl]ethanol [N+](=O)([O-])C1=NN(C=C1)C1=CC=C(C=C1)CCO